CC1=CC(=NN1)NC=1C2=C(N=C(N1)N1CCC(CC1)C(=O)O)C=CS2 1-(4-((5-methyl-1H-pyrazol-3-yl)amino)thieno[3,2-d]pyrimidin-2-yl)piperidine-4-carboxylic acid